NCCC=1C=NC(=NC1)C1=C(C=C(C#N)C=C1)OC=1N(N=C(C1)C1=CC=CC=C1)C(C)C 4-[5-(2-aminoethyl)pyrimidin-2-yl]-3-(5-phenyl-2-propan-2-ylpyrazol-3-yl)oxybenzonitrile